OC=1C=C(C=C(C1)O)C1OC1 2-(3,5-dihydroxyphenyl)oxirane